BrC=1C=CC(N(C1)C(C(=O)NC(C)C)C)=O 2-(5-bromo-2-oxopyridin-1(2H)-yl)-N-isopropylpropanamide